N-((1r,4r)-4-(difluoromethyl)cyclohexyl)-6-(1H-imidazol-1-yl)picolinamide FC(C1CCC(CC1)NC(C1=NC(=CC=C1)N1C=NC=C1)=O)F